C(C)[Si](O[Si](C)(C)C)(O[Si](C)(C)C)O[Si](C)(C)C ethyltri(trimethylsiloxy)silane